BrC=1C(=C(C(=O)OC2=C(C(=C(C(=O)OC3=C(C(=C(C(=O)O)C(=C3C)C)C)C)C(=C2)C)O)C)C(=C(C1OC(C1=C(C=C(C=C1C)O)OC)=O)C)C)O 4-((4-((3-bromo-2-hydroxy-4-((4-hydroxy-2-methoxy-6-methylbenzoyl)oxy)-5,6-dimethyl-benzoyl)oxy)-2-hydroxy-3,6-dimethylbenzoyl)oxy)-2,3,5,6-tetramethylbenzoic acid